NC1=C(C=C(C=N1)NC(C(=O)N1[C@@H](CC[C@@H](C1)C)C1=CC=CC=C1)=O)C N-(6-Amino-5-methyl-3-pyridyl)-2-[(2S,5S)-5-methyl-2-phenyl-1-piperidyl]-2-oxo-acetamide